NC=1C=CC(=C(C1)N1C(N=C2C=3C(=NC(=CC13)Cl)OCCN2C)=O)F 3-(5-Amino-2-fluorophenyl)-5-chloro-10-methyl-9,10-dihydro-3H-7-oxa-1,3,6,10-tetraazacyclohepta[de]naphthalene-2(8H)-one